CC1=C(C=CC=C1)C1=CC(=NC=C1)C1=NC(=CC=C1)C1=NC=CC=C1 4-(methylphenyl)-2,2':6',2''-terpyridine